C(C)C=1N(C=2N(C(C1N1CCN(CC1)C(C1=NC=CC=C1O)=O)=O)N=C(N2)N2CCOCC2)CC(=O)NC2=C(C=C(C=C2)C(F)(F)F)F 2-(5-ethyl-6-(4-(3-hydroxypicolinoyl)piperazin-1-yl)-2-morpholino-7-oxo-[1,2,4]triazolo[1,5-a]pyrimidin-4(7H)-yl)-N-(2-fluoro-4-(trifluoromethyl)phenyl)acetamide